CN(CCN1N=C(C=C1C)C1=CC=2N=C(N=C(C2O1)N1CCOCC1)N1N=C(C=C1)C1=CC=CC=C1)C N,N-dimethyl-2-[5-methyl-3-[4-morpholino-2-(3-phenylpyrazol-1-yl)furo[3,2-d]pyrimidin-6-yl]pyrazol-1-yl]ethanamine